BrC1=CC=C(C=C1)[C@]12[C@](C3=C(C=NC=C3OC)O1)([C@@H]([C@@H]([C@H]2C2=CC=CC=C2)C(=O)NCCOC)O)O |r| rac-(4bS,5R,6R,7S,7aR)-7a-(4-bromophenyl)-4b,5-dihydroxy-4-methoxy-N-(2-methoxyethyl)-7-phenyl-4b,6,7,7a-tetrahydro-5H-cyclopenta[4,5]furo[2,3-c]pyridine-6-carboxamide